ClC1=NC(=NC(=N1)Cl)NCC1=C(C(=CC=C1)F)F 4,6-dichloro-N-[(2,3-difluorophenyl)methyl]-1,3,5-triazin-2-amine